cobalt-nickel-manganese-aluminum [Al].[Mn].[Ni].[Co]